1-[4-amino-3-(cyclobutylamino)phenyl]pyrrolidin-2-one NC1=C(C=C(C=C1)N1C(CCC1)=O)NC1CCC1